N[C@@]1(CN(CCC1)C1=NC2=C(N1CC1=NC=C(C#N)C=C1)C=CC=C2)CO (S)-6-((2-(3-amino-3-(hydroxymethyl)piperidin-1-yl)-1H-benzo[d]imidazol-1-yl)methyl)nicotinonitrile